C(C)OC(CN1N=C(C2=C1C[C@H]1[C@@H]2C1)C1CC1)=O ethyl-2-((3bS,4aS)-3-cyclopropyl-3b,4,4a,5-tetrahydro-1H-cyclopropa[3,4]cyclopenta[1,2-c]pyrazol-1-yl)acetate